SCCC[Si](C)(C)OCC γ-mercaptopropylethoxydimethylsilane